C(C)(=O)[O-].C(CCCCCCCC)[N+]1=CC=CC=C1 N-Nonylpyridinium acetat